FC=1C(=C(C#N)C=CC1)C=1N=C2C=3C=C(C=NC3C=CN2C1C)C=1C=NN(C1)[C@@H]1CN(CC1)C(CO)=O (S)-3-Fluoro-2-(9-(1-(1-(2-hydroxyacetyl)pyrrolidin-3-yl)-1H-pyrazol-4-yl)-3-methylimidazo[2,1-f][1,6]naphthyridin-2-yl)benzonitrile